BrCC1=C(C=C(N=N1)NC1C(NC(CC1)=O)=O)F 3-((6-(bromomethyl)-5-fluoropyridazin-3-yl)amino)piperidine-2,6-dione